N-2-PROPEN-1-YL-N-((2S)-TETRAHYDRO-2-FURANYLMETHYL)SULFURIC DIAMIDE C(C=C)N(S(N)(=O)=O)C[C@H]1OCCC1